BrCCCOC1=CC2=C(C(N3C(C(N2C(=O)[O-])O[Si](C)(C)C(C)(C)C)CC(=C3)C3=CC=C(C=C3)OC)=O)C=C1OC 8-(3-bromopropoxy)-11-{[tert-butyl(dimethyl)silyl]oxy}-7-methoxy-2-(4-methoxyphenyl)-5-oxo-11,11a-dihydro-1H-pyrrolo[2,1-c][1,4]benzodiazepin-10(5H)-carboxylate